3-(bromomethyl)-1,1'-biphenyl BrCC=1C=C(C=CC1)C1=CC=CC=C1